FC1=C(C=CC(=C1)[N+](=O)[O-])N1CCC(CC1)N1CCN(CC1)C(=O)OC(C)(C)C tert-butyl 4-(1-(2-fluoro-4-nitrophenyl)piperidin-4-yl)piperazine-1-carboxylate